[N+](=O)([O-])C1=C(ON2C=CC=C2)C=CC=C1 (2-nitrophenoxy)-1H-pyrrole